N-(4-(5-(trifluoromethyl)isoxazol-3-yl)phenyl)acrylamide FC(C1=CC(=NO1)C1=CC=C(C=C1)NC(C=C)=O)(F)F